C12C(CC(C=C1)C2)C(=O)OCC endo-ethyl bicyclo(2.2.1)-5-heptene-2-carboxylate